benzyl-4-hydroxybenzoate C(C1=CC=CC=C1)OC(C1=CC=C(C=C1)O)=O